6-vinyl-7-methoxy-N-(4-methylsulfonylphenyl)isoquinolin-1-amine C(=C)C=1C=C2C=CN=C(C2=CC1OC)NC1=CC=C(C=C1)S(=O)(=O)C